ethyl (E)-3-(3,5-dimethyl-1-(tetrahydro-2H-pyran-2-yl)-1H-pyrazol-4-yl)acrylate CC1=NN(C(=C1/C=C/C(=O)OCC)C)C1OCCCC1